trans-isopropyl-(4-(5-(2-(isopropylsulfonyl)-4-((1-methyl-1H-1,2,3-triazol-4-yl) amino) phenyl) thiazol-2-yl) cyclohexyl) carbamate C(N)(OC1(CCC(CC1)C=1SC(=CN1)C1=C(C=C(C=C1)NC=1N=NN(C1)C)S(=O)(=O)C(C)C)C(C)C)=O